C(C)(C)(C)OC(=O)N1CC(C(CC1)NC(=O)C1=C(OC2=C1C=C(C=C2)OCC2=C(C(=CC=C2)F)F)C)(F)F 4-(5-((2,3-difluorobenzyl)oxy)-2-methylbenzofuran-3-carboxamido)-3,3-difluoropiperidine-1-carboxylic acid tert-butyl ester